FC=1C=C2CCN(CC2=CC1)C1=CC(=C(N)C(=C1)C)C 4-(6-Fluoro-3,4-dihydro-1H-isoquinolin-2-yl)-2,6-dimethyl-aniline